C1(CCCC1)C1=CC=C(CN(C(=O)[C@@H]2N(CC2)S(=O)(=O)C2=C(C(=C(C(=C2F)F)F)F)F)C2=CC=C(C=C2)C(NO)=O)C=C1 (R)-N-(4-cyclopentylbenzyl)-N-(4-(hydroxycarbamoyl)phenyl)-1-((perfluorophenyl)sulfonyl)azetidine-2-carboxamide